ClC=1C(=C(C=CC1Cl)NC1=NC=NC2=CC(=C(C=C12)OC1CC(C1)NC(C=C)=O)OC([2H])([2H])[2H])F N-((1s,3s)-3-((4-((3,4-dichloro-2-fluorophenyl)amino)-7-(methoxy-d3)quinazolin-6-yl)oxy)cyclobutyl)acrylamide